COOC(C(C(=O)O)(OOC)C(C1=CC=CC=C1)=O)C(=O)O (-)-dimethoxybenzoyl-tartaric acid